2-(2-methylsulfanylphenyl)-3,1-benzoxazin-4-one CSC1=C(C=CC=C1)C1=NC2=C(C(O1)=O)C=CC=C2